N-(8,9-difluoro-6-oxo-1,2,3,4,5,6-hexahydrobenzo[c][1,7]naphthyridin-1-yl)-4-(difluoromethyl)-3,5-difluoro-N-methylbenzamide FC=1C(=CC2=C(C(NC=3CNCC(C23)N(C(C2=CC(=C(C(=C2)F)C(F)F)F)=O)C)=O)C1)F